ClC=1C=C(C=CC1)[C@@H]1[C@H](N(C([C@]2(C[C@@H]2C(=O)OC)C1)=O)[C@H](CN(S(=O)(=O)C1CC1)C)CC)C1=CC=C(C=C1)Cl (1S,3S,6S,7R)-Methyl 7-(3-chlorophenyl)-6-(4-chlorophenyl)-5-((S)-1-(N-methylcyclopropanesulfonamido)butan-2-yl)-4-oxo-5-azaspiro[2.5]octane-1-carboxylate